ClC=1C(=C(C=C2C=C(N=CC12)NC(=O)[C@H]1[C@@H](C1)C#N)I)F |r| (±)-trans-N-(8-chloro-7-fluoro-6-iodo-3-isoquinolyl)-2-cyano-cyclopropanecarboxamide